CN(C)CC1=NNC(=N1)C=1C=2N(C=CC1)C(=C(N2)C#CCNC2=C(C=C(C=C2)S(=O)(=O)C)OC)CC(F)(F)F N-(3-(8-(3-((dimethylamino)methyl)-1H-1,2,4-triazol-5-yl)-3-(2,2,2-trifluoroethyl)imidazo[1,2-a]pyridin-2-yl)prop-2-yn-1-yl)-2-methoxy-4-(methylsulfonyl)aniline